2-hydroxy-2-(4-isobutylphenyl)propionic acid OC(C(=O)O)(C)C1=CC=C(C=C1)CC(C)C